C(C)(C)(C)OC(=O)N1CC(N(CC1)C1=CC2=C(N(C(O2)=O)C)C=C1)=O 4-(3-methyl-2-oxo-1,3-benzoxazol-6-yl)-3-oxo-piperazine-1-carboxylic acid tert-butyl ester